BrC1=C(C=C2C(=NC(=NC2=C1F)Cl)N1CC2(CCC(C1)N2C(=O)[O-])C)F l-3-(7-bromo-2-chloro-6,8-difluoroquinazolin-4-yl)-1-methyl-3,8-diazabicyclo[3.2.1]octane-8-carboxylate